Cl.FC(N1N=C2C=CC(=CC2=C1)N)F 2-(difluoromethyl)-2H-indazol-5-amine hydrochloride